CC1(NC(CC(C1)OC=1SC=NN1)(C)C)C (2,2,6,6-tetramethylpiperidin-4-yl)oxy-1,3,4-thiadiazol